1-Cyclopentyl-7-((2-isopropoxy-4-(4-methylpiperazin-1-yl)phenyl)amino)pyrimido[4,5-d]pyrimidine C1(CCCC1)N1CN=CC=2C1=NC(=NC2)NC2=C(C=C(C=C2)N2CCN(CC2)C)OC(C)C